3-(4-isopropylcyclohexyl)propanal C(C)(C)C1CCC(CC1)CCC=O